COC(=O)C=1C(C2=C(NC1C)COC2=O)C2=C(C=CC=C2)[N+](=O)[O-].OC(C)(C)[C@@H]2CC[C@H](CC2)NC(C2=CC=C(C=C2)C2=NC=CC1=C2C=CS1)=O N-[trans-4-(2-hydroxypropan-2-yl)cyclohexyl]-4-(thieno[3,2-c]pyridin-4-yl)benzamide methyl-2-methyl-4-(2-nitrophenyl)-5-oxo-1,4,5,7-tetrahydrofuro[3,4-b]pyridin-3-carboxylate